ClC1=C2C(C(=C(C(C2=CC=C1)=O)CC1=NC=C(C=C1)C(F)(F)F)C)=O 5-chloro-3-methyl-2-[[5-(trifluoromethyl)-2-pyridyl]methyl]naphthalene-1,4-dione